C(CC)N1C(=[N+](C=C1)CCC)CCC 1,2,3-tripropylimidazolium